N-{(6S,7aS)-2-[4-(2,6-difluorophenyl)-6-methyl[1,2]thiazolo[5,4-b]pyridin-3-yl]-3-oxohexahydro-1H-pyrrolo[1,2-c]imidazol-6-yl}ethanesulfonamide FC1=C(C(=CC=C1)F)C1=C2C(=NC(=C1)C)SN=C2N2C(N1[C@H](C2)C[C@@H](C1)NS(=O)(=O)CC)=O